OC1=C(C=C(C=C1)C)C1=NN=C(C2=CC=CC=C12)NC[C@H](CO)O (2R)-3-[[4-(2-hydroxy-5-methyl-phenyl)phthalazin-1-yl]amino]propane-1,2-diol